OCCOCCN1C(=O)C2C3(C=CC(C2C1=O)C3)CC=C N-{2-(2-hydroxyethoxy)ethyl}-allylbicyclo[2.2.1]hept-5-ene-2,3-dicarboximide